C1(CCCCC1)NCCS(=O)(=O)O 2-[N-Cyclohexylamino]ethanesulfonic acid